N-[(4-cyclopropanesulfonylpyridin-2-yl)methyl]-4-(6-ethoxypyrazin-2-yl)-2-fluorobenzamide C1(CC1)S(=O)(=O)C1=CC(=NC=C1)CNC(C1=C(C=C(C=C1)C1=NC(=CN=C1)OCC)F)=O